(3-(2-((azetidin-3-ylmethyl) amino)-5-(trifluoromethyl) pyrimidin-4-yl)-1H-indol-7-yl) dimethylphosphite CP(OC=1C=CC=C2C(=CNC12)C1=NC(=NC=C1C(F)(F)F)NCC1CNC1)([O-])([O-])C